2-chloro-N,N-dimethyl-4-((S)-1-(1-((R)-3,3,3-trifluoro-2-hydroxy-2-phenyl-propanoyl)piperidin-4-yl)pyrrolidin-3-ylamino)benzamide ClC1=C(C(=O)N(C)C)C=CC(=C1)N[C@@H]1CN(CC1)C1CCN(CC1)C([C@@](C(F)(F)F)(C1=CC=CC=C1)O)=O